ClC=1N=C(C2=C(N1)CN(CC2)C(=O)OC(C)(C)C)N2CCC(CCC2)=O tert-butyl 2-chloro-4-(4-oxoazepan-1-yl)-6,8-dihydro-5H-pyrido[3,4-d]pyrimidine-7-carboxylate